N1,N1,N2-trinonyl-N2-(2-(piperazin-1-yl)ethyl)ethane-1,2-diamine C(CCCCCCCC)N(CCN(CCN1CCNCC1)CCCCCCCCC)CCCCCCCCC